C(C1=CC=CC=C1)(=O)N1CCN(CC1)C1=CC=C(C=C1)C(C=CC1=CC=C(C=C1)C=CC(=O)O)=O 3-[4-[3-[4-(4-Benzoylpiperazin-1-yl)phenyl]-3-oxoprop-1-enyl]phenyl]prop-2-enoic acid